N-(3-((2-((1-methyl-1H-pyrazol-4-yl)amino)-5-((N-(1-phenylethyl)acetamido)methyl)pyrimidin-4-yl)amino)phenyl)acrylamide CN1N=CC(=C1)NC1=NC=C(C(=N1)NC=1C=C(C=CC1)NC(C=C)=O)CN(C(C)=O)C(C)C1=CC=CC=C1